2-(benzylamino)-1-methylcyclopentane-1-ol C(C1=CC=CC=C1)NC1C(CCC1)(O)C